F[C@@H]1[C@@H](C1)C(=O)NC1=NN2C(C=C(C=C2)C=2C(=C3C(=NC2)NC=C3)F)=C1 (1S,2S)-2-fluoro-N-(5-(4-fluoro-1H-pyrrolo[2,3-b]pyridin-5-yl)pyrazolo[1,5-a]pyridin-2-yl)cyclopropane-1-carboxamide